FC=1C=C(C=CC1N1CCC(CC1)N1CCC(CC1)COC1=CC(=C2C(NC(=NC2=C1)CSC1CCOCC1)=O)F)N1C(NC(CC1)=O)=O 1-(3-fluoro-4-(4-(((5-fluoro-4-oxo-2-(((tetrahydro-2H-pyran-4-yl)thio)methyl)-3,4-dihydroquinazolin-7-yl)oxy)methyl)-[1,4'-bipiperidin]-1'-yl)phenyl)dihydropyrimidine-2,4(1H,3H)-dione